2,5-bis(isothiocyanatomethyl)norbornane N(=C=S)CC1C2CC(C(C1)C2)CN=C=S